C(=O)(O)C(CC=1C=C(CN(CCC=2C=C(C=CC2)CC(C(=O)O)C2CNCC2)CCC=2C=C(C=CC2)CC(C(=O)O)C2CNCC2)C=C(C1)F)C1CNCC1 3,3'-((((3-(2-carboxy-2-(pyrrolidin-3-yl)ethyl)-5-fluorobenzyl)azanediyl)bis(ethane-2,1-diyl))bis(3,1-phenylene))bis(2-(pyrrolidin-3-yl)propanoic acid)